FC1=CC=C(S1)CC[C@@]1(CN(CC1)C(C)(C)C=1C=NC(=CC1)C)CNS(=O)(=O)NC1=C(C=C(C=C1)Cl)Cl |o1:8| (R or S)-((3-(2-(5-fluoro-thiophen-2-yl)ethyl)-1-(2-(6-methylpyridin-3-yl)propan-2-yl)pyrrolidin-3-yl)methyl)sulfamoyl-2,4-dichlorophenyl-amine